N-(4''-(aminomethyl)-3''-fluoro-5''-methoxy-2,2'-dimethyl-[1,1':3',1''-terphenyl]-3-yl)nicotinamide NCC1=C(C=C(C=C1OC)C=1C(=C(C=CC1)C1=C(C(=CC=C1)NC(C1=CN=CC=C1)=O)C)C)F